N1=CN=C(C=C1)C1(CC1)NC(=O)[C@H]1CN(CC[C@@H]1NC(=O)C1=NOC(=C1)C1=C(C=C(C=C1)F)F)CC1CC1 (3S,4S)-1-Cyclopropylmethyl-4-{[5-(2,4-difluoro-phenyl)-isoxazole-3-carbonyl]-amino}-piperidine-3-carboxylic acid (1-pyrimidin-4-yl-cyclopropyl)-amide